FC1=CC=C(C=C1)[C@H]1CC[C@H](N1C(=O)C1=CC=C(C=C1)C1=C(C=CC=C1)OC)C(=O)O (2S,5R)-5-(4-fluorophenyl)-1-(2'-methoxy-[1,1'-biphenyl]-4-carbonyl)pyrrolidine-2-carboxylic acid